C(C)(C)(C)C1=CC=C(C=C1)NC1=NN2C(=NC=CC2=N1)C1=CC(=C(C(=C1)OC)OC)OC N-(4-(tert-butyl)phenyl)-5-(3,4,5-trimethoxyphenyl)-[1,2,4]triazolo[1,5-c]pyrimidin-2-amine